ClC=1C(N(N=CC1N1C[C@@H]([C@H](C1)F)OC1=NC=CC(=C1)C=1C(=NOC1C)C)CCO)=O 4-chloro-5-((3s,4s)-3-((4-(3,5-dimethylisoxazol-4-yl)pyridin-2-yl)oxy)-4-fluoropyrrolidin-1-yl)-2-(2-hydroxyethyl)pyridazin-3(2H)-one